3-{[4-(piperidine-1-sulfonyl)phenyl]methyl}-1-(pyridin-3-yl)urea N1(CCCCC1)S(=O)(=O)C1=CC=C(C=C1)CNC(NC=1C=NC=CC1)=O